methyl (R)-2-methyl-1-(6-((3-(o-tolyl)propioloyl)oxy)pyridin-2-yl)pyrrolidine-2-carboxylate C[C@]1(N(CCC1)C1=NC(=CC=C1)OC(C#CC1=C(C=CC=C1)C)=O)C(=O)OC